C(N)(OC(CC1CC2CCC(C1)N2C(=O)C=2SC=C(C2)Br)(C)C)=O (8-(4-bromothiophene-2-carbonyl)-8-azabicyclo[3.2.1]octane-3-yl)tert-butyl carbamate